2-[[4-[4-tert-butoxycarbonylamino-1-piperidinyl]-6-[[N-[(3,4,5-trimethoxyphenyl)methyl]]-N-(methyl)amino]-2-pyrimidinyl]amino]-4-methyl-5-thiazolecarboxylic acid ethyl ester C(C)OC(=O)C1=C(N=C(S1)NC1=NC(=CC(=N1)N1CCC(CC1)NC(=O)OC(C)(C)C)N(C)CC1=CC(=C(C(=C1)OC)OC)OC)C